FC1=C(C=CC(=C1)C1=NOC(=N1)C(F)(F)F)C(CSCC=1N=COC1)=O 1-(2-fluoro-4-(5-(trifluoromethyl)-1,2,4-oxadiazol-3-yl)phenyl)-2-((oxazol-4-ylmethyl)thio)ethan-1-one